CN(C(C(F)F)=C(C#N)C#N)C 2-[1-(dimethylamino)-2,2-difluoro-ethylidene]propanedinitrile